1-(3-fluoro-4-{4-[2-(6-methylpyridin-3-yl)acetamido]-1H-1,2,3-triazol-1-yl}butyl)-N-{[2-fluoro-5-(trifluoromethoxy)phenyl]methyl}-1H-1,2,3-triazole-4-carboxamide FC(CCN1N=NC(=C1)C(=O)NCC1=C(C=CC(=C1)OC(F)(F)F)F)CN1N=NC(=C1)NC(CC=1C=NC(=CC1)C)=O